CO[Si](CC[Si](OC)(OC)OC)(OC)OC 1,2-BisTrimethoxySilyl-Ethane